NCC=1C=C(C=C(C1)F)C=1C(=NN(C1)C)N (3-(aminomethyl)-5-fluorophenyl)-1-methyl-1H-pyrazol-3-amine